The molecule is a lathyrane diterpenoid isolated from the roots of Euphorbia micractina. It is a cinnamate ester and a lathyrane diterpenoid. C[C@H]1C[C@]2([C@H]([C@H]1O)[C@H](C(=C)CC[C@H]3[C@H](C3(C)C)/C=C(/C2=O)\\C)O)OC(=O)/C=C/C4=CC=CC=C4